COC1=NC=CC(=C1)N1CC(C1)O 1-(2-Methoxypyridin-4-yl)azetidin-3-ol